1-(4-Chloro-2-cyanophenyl)-4-{2'-ethoxy-[2,3'-bipyridine]-5-yl}piperidine ClC1=CC(=C(C=C1)N1CCC(CC1)C=1C=CC(=NC1)C=1C(=NC=CC1)OCC)C#N